C(C)(C)(C)OC(C1=C(C=C(C(=C1)F)N1N=C(N(C1=O)C)CN(C)C(=O)OC(C)(C)C)F)=O 4-(3-{[(Tert-Butoxycarbonyl)(methyl)amino]methyl}-4-methyl-5-oxo-4,5-dihydro-1H-1,2,4-triazol-1-yl)-2,5-difluorobenzoic acid tert-butyl ester